C(#N)C1=NC2=CC(=CC(=C2N=C1N1CC=2N=CSC2C1)[C@@H](C)NC1=C(C(=O)O)C=CC=C1)C (R)-2-((1-(2-cyano-3-(4,6-dihydro-5H-pyrrolo[3,4-d]thiazol-5-yl)-7-methylquinoxalin-5-yl)ethyl)amino)benzoic acid